C(C=C)OC(C(F)(F)F)C(F)(F)F hexafluoroisopropyl allyl ether